FC=1C=C(NC(=O)N=C(N)N)C=CC1 N''-(3-fluoroaniline-carbonyl)-guanidine